C1(CC2C(CC1)O2)OCCOC2CC1C(CC2)O1 ethylene glycol bis(3,4-epoxycyclohexyl) ether